7-(8-chloronaphthalen-1-yl)-2-(3,3,3-trifluoropropoxy)-5,6,7,8-tetrahydropyrido[3,4-d]pyrimidin-4-ol ClC=1C=CC=C2C=CC=C(C12)N1CC=2N=C(N=C(C2CC1)O)OCCC(F)(F)F